2-(5-fluoropyridin-2-yl)-6,6-dimethyl-6,7-dihydro-4H-pyrazolo[5,1-c][1,4]Oxazine FC=1C=CC(=NC1)C1=NN2C(COC(C2)(C)C)=C1